bis((6-(cyclopropanecarboxamido)-4-((3-(1-(2-fluoroethyl)-1H-1,2,4-triazol-3-yl)-2-methoxyphenyl)amino)pyridazine-3-carbonyl)oxy)zinc C1(CC1)C(=O)NC1=CC(=C(N=N1)C(=O)O[Zn]OC(=O)C=1N=NC(=CC1NC1=C(C(=CC=C1)C1=NN(C=N1)CCF)OC)NC(=O)C1CC1)NC1=C(C(=CC=C1)C1=NN(C=N1)CCF)OC